methyl 2-[3,5-difluoro-2-(2-trimethylsilylethynyl)phenoxy]acetate FC=1C(=C(OCC(=O)OC)C=C(C1)F)C#C[Si](C)(C)C